CC=1C=C(C=CC1C)C1=CC(=CC=C1)S(=O)(=O)N1CC(CCC1)C=1C=C(OC(C(=O)N2CCNCC2)(C)C)C=CC1 4-(2-(3-(1-((3',4'-dimethyl-[1,1'-biphenyl]-3-yl)sulfonyl)piperidin-3-yl)phenoxy)-2-methylpropanoyl)piperazine